N1(C=NC2=C1C=CC=C2)C=2N=C(C1=C(N2)C(=CS1)NC(=O)NC1=NC=CC=C1)N1[C@@H](COCC1)C (R)-1-(2-(1H-benzo[d]imidazol-1-yl)-4-(3-methylmorpholino)thieno[3,2-d]pyrimidin-7-yl)-3-(pyridin-2-yl)urea